FC=1C=C2C(=CN3C2=C(C1)CN(CC3)C(=O)N3CCC(CC3)CNC)C3=CNC=C3C3=CN=C1N3C=CC=C1 3-(9-fluoro-2-(4-((methylamino)methyl)piperidine-1-carbonyl)-1,2,3,4-tetrahydro-[1,4]diazepino[6,7,1-hi]indol-7-yl)-4-(imidazo[1,2-a]pyridin-3-yl)-1H-pyrrole